NC1=NC=CC(=C1)CCC1=CN=C(S1)NC(=O)NC=1N(N=C(C1)C(C)(C)C)C1=CC=C(C=C1)C 1-{5-[2-(2-Amino-pyridin-4-yl)-ethyl]-thiazol-2-yl}-3-[5-tert-butyl-2-p-tolyl-2H-pyrazol-3-yl]-urea